methyl 2-[[4-[6-[(4-cyano-2-fluoro-phenyl)methoxy]-2-pyridyl]-1-piperidyl]methyl]-3-[[(2S)-oxetan-2-yl]methyl]benzimidazole-5-carboxylate C(#N)C1=CC(=C(C=C1)COC1=CC=CC(=N1)C1CCN(CC1)CC=1N(C2=C(N1)C=CC(=C2)C(=O)OC)C[C@H]2OCC2)F